(2S,4S)-N-((S)-1-hydroxy-3-((S)-2-oxopyrrolidin-3-yl)propan-2-yl)-4-phenylpyrrolidine-2-carboxamide OC[C@H](C[C@H]1C(NCC1)=O)NC(=O)[C@H]1NC[C@@H](C1)C1=CC=CC=C1